tert-butyl (2S)-2-methyl-3-(2-methyl-4-nitrophenoxy)azetidine-1-carboxylate C[C@@H]1N(CC1OC1=C(C=C(C=C1)[N+](=O)[O-])C)C(=O)OC(C)(C)C